N,N'-bis{4-(benzoxazole-2-yl)phenyl}-N,N'-diphenyl-4,4''-diamino-1,1':4',1''-terphenyl O1C(=NC2=C1C=CC=C2)C2=CC=C(C=C2)N(C2=CC=C(C=C2)C2=CC=C(C=C2)C2=CC=C(C=C2)N(C2=CC=CC=C2)C2=CC=C(C=C2)C=2OC1=C(N2)C=CC=C1)C1=CC=CC=C1